1-(5-methylisoxazol-3-yl)cyclopropanecarbaldehyde CC1=CC(=NO1)C1(CC1)C=O